((2-(allyloxy)-4,5-dichlorophenyl)(piperidin-4-yl)methyl)-2,2,2-trifluoroacetamide C(C=C)OC1=C(C=C(C(=C1)Cl)Cl)C(C1CCNCC1)NC(C(F)(F)F)=O